CCCCCCCC/C=C\\C/C=C/C(=O)SCCNC(=O)CCNC(=O)[C@@H](C(C)(C)COP(=O)(O)OP(=O)(O)OC[C@@H]1[C@H]([C@H]([C@@H](O1)N2C=NC3=C(N=CN=C32)N)O)OP(=O)(O)O)O The molecule is an unsaturated fatty acyl-CoA that results from the formal condensation of the thiol group of coenzyme A with the carboxy group of (2E,5Z)-tetradecadienoic acid. It is a long-chain fatty acyl-CoA and an unsaturated fatty acyl-CoA. It is a conjugate acid of a (2E,5Z)-tetradecadienoyl-CoA(4-).